6-chloro-N-(3-(2-(4-chloro-3-fluorophenoxy)acetamido)bicyclo[1.1.1]pent-1-yl)-3,4-dihydro-2H-benzo[b][1,4]oxazine-2-carboxamide ClC1=CC2=C(OC(CN2)C(=O)NC23CC(C2)(C3)NC(COC3=CC(=C(C=C3)Cl)F)=O)C=C1